4-(4-chlorophenyl)-1-(4-(3,4-dichlorophenyl)-5-(isopropylthio)thiazol-2-yl)-3-methyl-1H-pyrazole-5-carboxylic acid ClC1=CC=C(C=C1)C=1C(=NN(C1C(=O)O)C=1SC(=C(N1)C1=CC(=C(C=C1)Cl)Cl)SC(C)C)C